4-Allyl-2-fluoro-6-(methoxy-d3)benzonitrile C(C=C)C1=CC(=C(C#N)C(=C1)OC([2H])([2H])[2H])F